4-(4-(5-(4-bromobutoxy)pyridin-2-yl)piperidin-1-yl)-2-(trifluoromethyl)-benzonitrile BrCCCCOC=1C=CC(=NC1)C1CCN(CC1)C1=CC(=C(C#N)C=C1)C(F)(F)F